(S)-9-(2-Cyclopropylethyl)-4-isopropyl-2-methyl-1-oxa-4,9-diazaspiro[5.5]undecan-3-on C1(CC1)CCN1CCC2(CN(C([C@@H](O2)C)=O)C(C)C)CC1